isopropyl [chloro(phenoxy)phosphoryl]-L-leucinate ClP(=O)(OC1=CC=CC=C1)N[C@@H](CC(C)C)C(=O)OC(C)C